2-Chloro-N-(1-hydroxypropan-2-yl)acetamide ClCC(=O)NC(CO)C